COC1=C(C(=CC(=C1)C)C)C1=CC=C2C=CC(=NC2=N1)C1CN(CCN1C)C(=O)OC(C)(C)C tert-butyl 3-[7-(2-methoxy-4,6-dimethyl-phenyl)-1,8-naphthyridin-2-yl]-4-methyl-piperazine-1-carboxylate